ClC1=CC2=C(C3=C(O2)C(=CC=C3)B(O)O)C=C1 (7-chlorodibenzo[b,d]furan-4-yl)boronic acid